OC=1C=CC=2C3(C4=CC=C(C=C4OC2C1)O)OC(C1=CC(=CC=C13)NC(NC=1C=C(C=CC1)B(O)O)=S)=O 3-(3-(3',6'-dihydroxy-3-oxo-3H-spiro[isobenzofuran-1,9'-xanthene]-5-yl)thioureido)phenylboronic acid